C[C@H]1[C@H]([C@H]([C@@H]([C@@H](O1)O[C@H]2[C@@H]([C@H](OC([C@@H]2NC(=O)C)O)COS(=O)(=O)O)O[C@H]3[C@@H]([C@H]([C@H]([C@H](O3)CO)O)O)O)O)O)O The molecule is an amino trisaccharide consisting of N-acetylglucosamine having an alpha-L-fucosyl residue attached at the 3-position and a beta-D-galactosyl residue attached at the 4-position. It is an oligosaccharide sulfate, a trisaccharide derivative and a glucosamine oligosaccharide.